C(C)(C)(C)OC(NNC(=O)C=1C(=NC=CC1)NC1=CC=C(C=C1)S(F)(F)(F)(F)F)=O N-[[2-[4-(pentafluoro-lambda6-sulfanyl)anilino]pyridine-3-carbonyl]amino]carbamic acid tert-butyl ester